1-Ethyl-6-fluoro-8-(5-fluoro-3-methyl-1H-indol-7-yl)-4,4,9-trimethyl-5H-[1,2,4]triazolo[4,3-a]quinoxaline C(C)C1=NN=C2N1C1=C(C(=CC(=C1NC2(C)C)F)C=2C=C(C=C1C(=CNC21)C)F)C